ClC=1C(=C(C(=O)ON(C(C2=CC=CC=C2)=O)C)C(=CC1)Cl)OC N-((3,6-dichloro-2-methoxybenzoyl)oxy)-N-methylbenzamide